methyl (2R)-4-methylpiperazine-2-carboxylate 2,2,2-trifluoroacetate FC(C(=O)O)(F)F.CN1C[C@@H](NCC1)C(=O)OC